5-(3-methyl-pyridin-2-yl)-1H-pyrrol-3-sulfonyl chloride CC=1C(=NC=CC1)C1=CC(=CN1)S(=O)(=O)Cl